NCC1=CN=C2N1C=CC=C2 3-(Aminomethyl)imidazo[1,2-a]pyridine